Rac-(4-aminoimidazo[1,5-a]pyrido[3,4-e]pyrazin-8-yl)((2S,6R)-9-(trifluoromethoxy)-3,4-dihydro-2H-2,6-methanobenzo[b][1,5]oxazocin-5(6H)-yl)methanone NC=1C=2N(C3=C(N1)C=NC(=C3)C(=O)N3[C@H]1C4=C(O[C@@H](CC3)C1)C=C(C=C4)OC(F)(F)F)C=NC2 |r|